5-(azetidin-1-yl)benzo[b]thiophene-7-carbonitrile N1(CCC1)C1=CC2=C(SC=C2)C(=C1)C#N